C(C1=CC=CC=C1)OC1=C(C(=C(C(=O)OC)C=C1C1CC1)F)[N+](=O)[O-] Methyl 4-(benzyloxy)-5-cyclopropyl-2-fluoro-3-nitrobenzoate